5-Chloro-N-[(2S)-2-({[2-methyl-3-(2-oxopyrrolidin-1-yl)phenyl]sulfonyl}amino)-3-(4-methylpiperazin-1-yl)-3-oxopropyl]thiophene-2-carboxamide hydrochloride Cl.ClC1=CC=C(S1)C(=O)NC[C@@H](C(=O)N1CCN(CC1)C)NS(=O)(=O)C1=C(C(=CC=C1)N1C(CCC1)=O)C